ClC=1C(=C(C(=CC1Cl)OC(N(CC)CC)=O)C(C1CCN(CC1)C(=O)OC(C)(C)C)NS(=O)C(C)(C)C)F tert-butyl 4-([3,4-dichloro-6-[(diethylcarbamoyl)oxy]-2-fluorophenyl][(2-methylpropane-2-sulfinyl)amino]methyl)piperidine-1-carboxylate